COC(C1CCN(CC1)C1=C(C#N)C=CC=C1)OC 4-(dimethoxymethyl)piperidin-1-yl-benzonitrile